FC1=C(C(=O)NC2CN(C2)C)C(=CN=C1)NC1=C(C=C(C=C1)I)F 3-fluoro-5-((2-fluoro-4-iodophenyl)amino)-N-(1-methylazetidin-3-yl)isonicotinamide